COC=1C=C2C(=CC=NC2=CC1OC)OC1=C(C=C(C=C1)NC(=O)C1=NC=CN(C1=O)C1=CC=C(C=C1)C)F N-[4-(6,7-dimethoxyquinolin-4-yloxy)-3-fluorophenyl]-3-oxo-4-(4-methylphenyl)-3,4-dihydropyrazine-2-carboxamide